FC(C1=CC(=NC=C1)OC1=C(C=CC=C1)/C(/C(=O)OC)=C\OC)(F)F Methyl (E)-2-[2-[[4-(trifluoromethyl)-2-pyridyl]oxy]phenyl]-3-methoxy-prop-2-enoate